CS(=O)(=O)OC1=C(C(=CC=C1)Cl)C1CC(=NO1)C=1N=C(SC1)C1CCN(CC1)C(CN1N=C(C=C1C(F)F)C(F)F)=O 2-{3-[2-(1-{[3,5-bis(difluoromethyl)-1H-pyrazol-1-yl]-acetyl} piperidin-4-yl) 1,3-thiazol-4-yl]-4,5-dihydro-1,2-oxazol-5-yl}-3-chlorophenyl methanesulfonate